ClC=1C=C(C=CC1)C1=CN=C(O1)CSC1=NC(=NC(=N1)C1=CC=NN1C)N 4-({[5-(3-chlorophenyl)-1,3-oxazol-2-yl]methyl}sulfanyl)-6-(1-methyl-1H-pyrazol-5-yl)-1,3,5-triazin-2-amin